N-(1-(3-amino-5-(trifluoromethyl)phenyl)ethyl)-6-methoxy-2-methyl-7-(morpholinomethyl)quinazolin-4-amine NC=1C=C(C=C(C1)C(F)(F)F)C(C)NC1=NC(=NC2=CC(=C(C=C12)OC)CN1CCOCC1)C